benzenesulfonic acid zinc salt [Zn+2].C1(=CC=CC=C1)S(=O)(=O)[O-].C1(=CC=CC=C1)S(=O)(=O)[O-]